tert-butyl (R)-(1-(4-cyanothiophen-2-yl)-2-methoxyethyl)carbamate C(#N)C=1C=C(SC1)[C@@H](COC)NC(OC(C)(C)C)=O